sodium (1,1-dimethoxypropyl)methylphosphinate COC(CC)(OC)P([O-])(=O)C.[Na+]